C1(CC1)C1=C(CN2C(N([C@@H](C=3C2=CN(N3)CC(C)(F)F)C)C3CCN(CC3)C3=C(C=CC=C3C)F)=O)C=CC=C1 (R)-4-(2-Cyclopropyl-benzyl)-2-(2,2-difluoro-propyl)-6-[1-(2-fluoro-6-methyl-phenyl)-piperidin-4-yl]-7-methyl-2,4,6,7-tetrahydro-pyrazolo[4,3-d]pyrimidin-5-on